FC(CC(C)NC([O-])=O)(F)F (4,4,4-trifluorobutan-2-yl)carbamate